FC(C1(CNC1)COC=1C(=C2C(=NC1)CCO2)C2=CC(=NN2)NC=2N=CC(=NC2)C#N)F 5-{[5-(6-{[3-(difluoromethyl)azetidin-3-yl]methoxy}-2,3-dihydrofuro[3,2-b]pyridin-7-yl)-1H-pyrazol-3-yl]amino}pyrazine-2-carbonitrile